4-(7-(5,6-dimethyl-1H-indazol-4-yl)-8-fluoro-2-((tetrahydro-1H-pyrrolizin-7a(5H)-yl)methoxy)pyrido[4,3-d]pyrimidin-4-yl)-6-methyl-1,4-oxazepan-6-ol CC=1C(=C2C=NNC2=CC1C)C1=C(C=2N=C(N=C(C2C=N1)N1CCOCC(C1)(O)C)OCC12CCCN2CCC1)F